azole-4-carboxamide N1C=CC(=C1)C(=O)N